N-((1-methyl-1H-pyrazol-3-yl)methyl)-5-(3-(6-(2-(pyridin-2-yl)acetamido)pyridazin-3-yl)pyrrolidin-1-yl)-1,3,4-thiadiazole-2-carboxamide CN1N=C(C=C1)CNC(=O)C=1SC(=NN1)N1CC(CC1)C=1N=NC(=CC1)NC(CC1=NC=CC=C1)=O